(S)-2-(3-(2-aminopyridin-4-yl)-6,7-dihydro-5H-pyrrolo[2,1-c][1,2,4]triazol-6-yl)-3,4-dichlorophenol NC1=NC=CC(=C1)C=1N2C(=NN1)C[C@H](C2)C2=C(C=CC(=C2Cl)Cl)O